(3S,8R,9aS)-8-(2,3-dichloro-6-methoxyphenyl)-2-(2-methoxyacetyl)-3-methyl-hexahydro-1H-pyrrolo[1,2-a][1,4]diazepin-5-one ClC1=C(C(=CC=C1Cl)OC)[C@H]1C[C@@H]2N(C(C[C@@H](N(C2)C(COC)=O)C)=O)C1